ClC1=C(C=CC=C1NC(=O)C=1N(C2=C(CN(CC2)C)N1)C)C1=C(C(=CC=C1)NC=1C2=C(N=CN1)C=C(C=N2)CN2C[C@@H](CC2)C)C (R)-1-((4-(2'-Chloro-3'-(1,5-dimethyl-4,5,6,7-tetrahydro-1H-imidazo[4,5-c]pyridin-2-carboxamido)-2-methylbiphenyl-3-ylamino)pyrido[3,2-d]pyrimidin-7-yl)methyl)-3-methylpyrrolidin